ClC1=CC=C(C=N1)C1=NOC(=C1CN1N=CC(=CC1=O)C1=CC(=NC=C1)OC)C 2-((3-(6-chloropyridin-3-yl)-5-methylisoxazol-4-yl)methyl)-5-(2-methoxypyridin-4-yl)pyridazin-3(2H)-one